ClC=1C=NC=C(C1C(C)OC=1C=C2C(=NNC2=CC1)C(=O)NC=1C=NN(C1)CC(N1CCCC1)=O)Cl 5-(1-(3,5-Dichloropyridin-4-yl)ethoxy)-N-(1-(2-Oxo-2-(pyrrolidin-1-yl)ethyl)-1H-Pyrazol-4-yl)-1H-Indazol-3-Carboxamid